ClC1=CC=C(C=C1)C=1C=C(C(N(N1)C=1C=NN(C1)C)=O)C(=O)NC1(CCN(CC1)C(=O)C1CC1)C 6-(4-chlorophenyl)-N-(1-(cyclopropanecarbonyl)-4-methylpiperidin-4-yl)-2-(1-methyl-1H-pyrazol-4-yl)-3-oxo-2,3-dihydropyridazine-4-carboxamide